C(=O)(O)N1CN(C=C1)C(=O)O 1,3-dicarboxyimidazol